4-(methylsulfonyl)-pyridine CS(=O)(=O)C1=CC=NC=C1